2-amino-N-((2,6-dihydroxy-5'-methyl-4-pentyl-2'-(prop-1-en-2-yl)-1',2',3',4'-tetrahydro-[1,1'-biphenyl]-3-yl)sulfonyl)-3-hydroxypropanamide NC(C(=O)NS(=O)(=O)C=1C(=C(C(=CC1CCCCC)O)C1C(CCC(=C1)C)C(=C)C)O)CO